2-(2,6-dimethylpyridin-4-yl)-5-(2,4-dioxo-1,3-diazaspiro[4.5]decan-8-yl)-3-isopropyl-1H-indole-1-carboxylic acid tert-butyl ester C(C)(C)(C)OC(=O)N1C(=C(C2=CC(=CC=C12)C1CCC2(C(NC(N2)=O)=O)CC1)C(C)C)C1=CC(=NC(=C1)C)C